6-amino-N-(2-{9-amino-1-oxa-7-azaspiro[4.4]nonan-7-yl}-5,6,7,8-tetrahydroquinolin-6-yl)-2-methylthieno[2,3-d][1,3]thiazole-5-carboxamide NC1=C(SC=2N=C(SC21)C)C(=O)NC2CC=1C=CC(=NC1CC2)N2CC1(CCCO1)C(C2)N